t-butyl (2-methyl-1-oxo-1-(4-((2-oxo-1-(4-(2-oxopropyl)phenyl)-1,2-dihydropyrimidin-4-yl)carbamoyl)piperazin-1-yl)propan-2-yl)carbamate CC(C(N1CCN(CC1)C(NC1=NC(N(C=C1)C1=CC=C(C=C1)CC(C)=O)=O)=O)=O)(C)NC(OC(C)(C)C)=O